3-methoxy-5,5-dimethyl-3-(6-methylpyrazin-2-yl)-6-oxocyclohex-1-enecarbonitrile COC1(C=C(C(C(C1)(C)C)=O)C#N)C1=NC(=CN=C1)C